(S)-1-(1-(3-bromo-5-fluorophenyl)-2-hydroxyethyl)-4-(3-(2-ethoxypyridin-4-yl)-1H-indazol-5-yl)pyridin-2(1H)-one BrC=1C=C(C=C(C1)F)[C@@H](CO)N1C(C=C(C=C1)C=1C=C2C(=NNC2=CC1)C1=CC(=NC=C1)OCC)=O